N[C@@H](CC1=CC=CC=C1)C(=O)OCCCCCCCCCCCCCCCCCC octadecyl phenylalaninate